tert-Butyl 4-(2,5-dichloropyrimidin-4-yl)piperazine-1-carboxylate ClC1=NC=C(C(=N1)N1CCN(CC1)C(=O)OC(C)(C)C)Cl